N-[4-[2-ethyl-4-(3-methylphenyl)thiazol-5-yl]-2-pyridyl]benzamide C(C)C=1SC(=C(N1)C1=CC(=CC=C1)C)C1=CC(=NC=C1)NC(C1=CC=CC=C1)=O